N-((R)-1-((4-(6-(cis-2,6-dimethylmorpholino)pyridin-2-yl)thiazol-2-yl)amino)-3-(methoxy-d3)-1-oxopropan-2-yl-3,3-d)-1-(methylsulfonyl)-1H-pyrrole-3-carboxamide C[C@@H]1O[C@@H](CN(C1)C1=CC=CC(=N1)C=1N=C(SC1)NC([C@@H](C([2H])([2H])OC([2H])([2H])[2H])NC(=O)C1=CN(C=C1)S(=O)(=O)C)=O)C